4-amino-N-(cyclopropylmethyl)-N-((5-(trifluoromethyl)pyridin-2-yl)methyl)imidazo[1,5-a]quinoxaline-8-carboxamide NC=1C=2N(C3=CC(=CC=C3N1)C(=O)N(CC1=NC=C(C=C1)C(F)(F)F)CC1CC1)C=NC2